Cadmium Selenium Oxide [Se]=O.[Cd]